C1(CC1)C[C@@H](C(NNC(COC1=CC=CC=C1)=O)=O)NC(OC(C)(C)C)=O |r| tert-butyl N-[rac-(1S)-1-(cyclopropylmethyl)-2-oxo-2-[2-(2-phenoxyacetyl)hydrazino]ethyl]carbamate